BrC1=C2[C@H]([C@@H](N=C(C2=CC=C1C)C=1C=NC2=C(C=CC=C2C1)F)C)C |r| rac-(3S,4R)-5-bromo-1-(8-fluoro-3-quinolyl)-3,4,6-trimethyl-3,4-dihydro-isoquinoline